6-(2-chloro-6-(6-methylpyridazin-4-yl)phenyl)-3-(5-cyclopropylpyridin-3-yl)thieno[3,2-d]pyrimidine-2,4(1H,3H)-dione ClC1=C(C(=CC=C1)C1=CN=NC(=C1)C)C1=CC=2NC(N(C(C2S1)=O)C=1C=NC=C(C1)C1CC1)=O